ClC=1N(C(=C(N1)C1=CC=C(C=C1)F)C1=CC=NC=C1)CC(=O)OC(C)(C)C Tert-butyl 2-[2-chloro-4-(4-fluorophenyl)-5-(pyridin-4-yl)-1H-imidazol-1-yl]Acetate